5-aminobicyclo[3.1.1]heptane-1-carbonitrile Hydrochloride Cl.NC12CCCC(C1)(C2)C#N